4-(3-fluoro-4-methoxy-5-methylphenyl)-3-methyl-4-oxobutanoic acid methyl ester COC(CC(C(=O)C1=CC(=C(C(=C1)C)OC)F)C)=O